5-bromo-2-cyclopropyl-4-methyl-pyrimidine BrC=1C(=NC(=NC1)C1CC1)C